(s)-1,3-diethyl-8-(4-(fluoromethoxy)-3-methoxystyryl)-3,7-dihydro-1H-purine-2,6-dione C(C)N1C(N(C=2N=C(NC2C1=O)C=CC1=CC(=C(C=C1)OCF)OC)CC)=O